C(C1=CC=CC=C1)OC=1C2=C(N=C(N1)OC[C@]13CCCN3C[C@@H](C1)F)CNCC2 4-(benzyloxy)-2-(((2R,7aS)-2-fluorohexahydro-1H-pyrrolizin-7a-yl)methoxy)-5,6,7,8-tetrahydropyrido[3,4-d]pyrimidine